OC[C@H](C1=CC=CC=C1)NC1=CC(=NC=C1C=1OC=NN1)NC1=CC=C2C(N3N(C2=C1)COCC3)=O (S)-9-((4-((2-hydroxy-1-phenylethyl)amino)-5-(1,3,4-oxadiazol-2-yl)pyridin-2-yl)amino)-3,4-dihydro-1H,6H-[1,3,4]oxadiazino[3,4-a]indazol-6-one